3,6-dimethyl-8-((R)-1-((2-((R)-S-methylsulfonimidoyl)phenyl)-amino)ethyl)-2-morpholinoquinazolin-4(3H)-one CN1C(=NC2=C(C=C(C=C2C1=O)C)[C@@H](C)NC1=C(C=CC=C1)[S@@](=O)(=N)C)N1CCOCC1